(2-azaspiro[3.5]nonane-7-yl)methanol C1NCC12CCC(CC2)CO